C(N)(=O)C=1C=C2C(=CN=C(C2=CC1OC(C)C)OC[C@H]1NC(C(C1)(F)F)=O)C#CC1(CCN(CC1)C(=O)OC(C)(C)C)O tert-butyl (S)-4-((6-carbamoyl-1-((4,4-difluoro-5-oxopyrrolidin-2-yl)methoxy)-7-isopropoxyisoquinolin-4-yl)ethynyl)-4-hydroxypiperidine-1-carboxylate